ClC1=C(C=C2CCN(C2=C1)C1=NC=NC2=CC=C(C=C12)C=1C(=NC(=NC1)N)C(F)(F)F)F 5-[4-(6-chloro-5-fluoro-indolin-1-yl)quinazolin-6-yl]-4-(trifluoromethyl)pyrimidin-2-amine